5-(2,6-Dimethylpiperazin-1-yl)-2-(2,6-dioxopiperidin-3-yl)-4,7-difluoroisoindoline CC1N(C(CNC1)C)C=1C(=C2CN(CC2=C(C1)F)C1C(NC(CC1)=O)=O)F